FC(CN1C(=NC=2C1=NC(=CC2)C=2C=CN1N=C(N=CC12)NC1CCC(CC1)O)C)F 4-((5-(3-(2,2-Difluoroethyl)-2-methyl-3H-imidazo[4,5-b]pyridin-5-yl)pyrrolo[2,1-f][1,2,4]triazin-2-yl)amino)cyclohexan-1-ol